4-(((4-(4-morpholino-7H-pyrrolo[2,3-d]pyrimidin-6-yl)phenyl)amino)methyl)-[1,4'-bipiperidin]-4-ol O1CCN(CC1)C=1C2=C(N=CN1)NC(=C2)C2=CC=C(C=C2)NCC2(CCN(CC2)C2CCNCC2)O